C1(CCCCC1)C(C(=O)N1CCN(CC1)C1=NC=C(C=C1)O)C1=CC=CC=C1 2-Cyclohexyl-1-[4-(5-hydroxy-2-pyridyl)piperazin-1-yl]-2-phenyl-ethanone